N-[4-(2,4-dioxo-1,2,3,4,8,9,10,11-octahydronaphtho[1,2-b][1,4]-diazepin-5-yl)phenyl]-N-methyl-2-nitrobenzenesulfonamide O=C1CC(N(C2=C(N1)C=1CCCCC1C=C2)C2=CC=C(C=C2)N(S(=O)(=O)C2=C(C=CC=C2)[N+](=O)[O-])C)=O